5-benzoylamino-3-(1,4,5,6,7,8,9-heptahydroquinolizin-2-yl)-benzofuran C(C1=CC=CC=C1)(=O)NC=1C=CC2=C(C(=CO2)C=2CC3CCCCN3CC2)C1